butyl-2,3-dimethylimidazolium tetrafluoroborate F[B-](F)(F)F.C(CCC)C=1[N+](=C(NC1)C)C